C(C)NC1=NC=NC(=N1)O L-2-ethylamino-4-hydroxy-1,3,5-triazine